(dodecylseleno)-4,4a-dimethyl-6-(prop-1-en-2-yl)-4,4a,5,6,7,8-hexahydronaphthalen-2-one C(CCCCCCCCCCC)[Se]C=1C(CC(C2(CC(CCC12)C(=C)C)C)C)=O